C(C)(CC)N1N=CC=2N=C(N=C(C21)N[C@@H](C=2C=NC1=CC=CC=C1C2)C2CC2)N2CCN(CC2)C(N)=NC#N 4-{1-sec-Butyl-7-[((R)-cyclopropyl-quinolin-3-yl-methyl)-amino]-1H-pyrazolo[4,3-d]pyrimidin-5-yl}-N'-cyanopiperazine-1-carboximidamide